Cl.FC1(C[C@H](NC1)C(=O)N)F 4,4-difluoro-L-prolinamide-HCl